C(C)(C)(C)OC(=O)NC=1C2=CN=CN2C2=CC(=NC=C2N1)C(=O)O 7-(tert-butoxycarbonylamino)-2,4,8,11-tetrazatricyclo[7.4.0.02,6]trideca-1(13),3,5,7,9,11-hexaene-12-carboxylic acid